N[C@@H](C(=O)O)CNC(C1=CC(=CC(=C1)F)CC)=O (R)-2-amino-3-(3-ethyl-5-fluorobenzamido)propanoic acid